NC1=NC2=CC(=CC(=C2C=C1Cl)F)CC[C@@]12[C@H]([C@H]([C@@H]([C@H]2C1)N1C(=CC2=C1N=CN=C2N)C)O)O (1R,2R,3S,4R,5S)-1-(2-(2-amino-3-chloro-5-fluoroquinolin-7-yl)ethyl)-4-(4-amino-6-methyl-7H-pyrrolo[2,3-d]pyrimidin-7-yl)bicyclo[3.1.0]hexane-2,3-diol